trans-3-pyridyl-2-butenoic acid N1=CC(=CC=C1)C(C(=O)O)=CC